4-(phenoxy)-2-mercaptophenol O(C1=CC=CC=C1)C1=CC(=C(C=C1)O)S